Cl.FC(F)(F)C=1C(=NC=CC1)N (trifluoromethyl)pyridin-2-amine-hydrochloride